C(OC1=C(C(=O)N)C=CC=C1[N+](=O)[O-])([2H])([2H])[2H] 2-(methoxy-d3)-3-nitrobenzamide